(3-(benzyloxy)pyrrolidin-1-yl)methanone C(C1=CC=CC=C1)OC1CN(CC1)C=O